6,10-dihydro-6,10-diaza-16b-boraanthra[3,2,1-de]tetracen-8-amine C1=CC=CC=2C=C3NC=4C=C(C=C5NC=6C=C7C=CC=CC7=CC6B(C45)C3=CC12)N